C(C1=CC=CC=C1)OC=1C=CC(=C(C=O)C1)O 5-(benzyloxy)-2-hydroxybenzaldehyde